OC=1C(=CC2=CC=CC=C2C1)C(=O)NC1=CC=CC=C1 3-hydroxy-N-phenyl-2-naphthyl-carboxamide